C(C)(C)(C)OC(=O)N1[C@H](C[C@H](CC1)C1=NN=CN1C)CC.C(C)[C@H]1N(CC[C@H](C1)C1=NN=CN1C)C(=O)OC(C)(C)C |&1:8,10| tert-Butyl (2R,4R)-2-ethyl-4-(4-methyl-4H-1,2,4-triazol-3-yl)piperidine-1-carboxylate (rac)-tert-butyl-cis-2-ethyl-4-(4-methyl-4H-1,2,4-triazol-3-yl)piperidine-1-carboxylate